C(C)OC(CO)OCC 2,2-diethoxy-1-ethanol